BrC=1C=NN(C1C(F)(F)F)C 4-bromo-1-methyl-5-(trifluoromethyl)-1H-pyrazole